N-(2-(4-(2-(2,6-Dioxopiperidin-3-yl)-1-oxoisoindolin-5-yl)piperazin-1-yl)ethyl)-4-((8-ethoxy-7-(1H-pyrazol-4-yl)-[1,2,4]triazolo[1,5-a]pyridin-2-yl)amino)-3-methylbenzenesulfonamide O=C1NC(CCC1N1C(C2=CC=C(C=C2C1)N1CCN(CC1)CCNS(=O)(=O)C1=CC(=C(C=C1)NC1=NN2C(C(=C(C=C2)C=2C=NNC2)OCC)=N1)C)=O)=O